2-benzyloxycarbonyl-13-oxo-2-undecyl-tridecanoic acid C(C1=CC=CC=C1)OC(=O)C(C(=O)O)(CCCCCCCCCCC=O)CCCCCCCCCCC